Cl.N1C=CC2=CC(=CC=C12)CC1=NN(C(C2=CC(=C(C=C12)OC)OC)=O)C 4-(indol-5-ylmethyl)-6,7-dimethoxy-2-methylphthalazin-1(2H)-one hydrochloride